6-(1-{4-[4-(trifluoromethoxy)phenoxy]benzoyl}piperidin-4-yl)pyridazin-3-amine FC(OC1=CC=C(OC2=CC=C(C(=O)N3CCC(CC3)C3=CC=C(N=N3)N)C=C2)C=C1)(F)F